FC(N1C=2C=3C=CN=C(CCC(C([C@H](C(NC2C=N1)=O)C)[2H])[2H])C3)F (9R,13S)-3-(difluoromethyl)-9-methyl-8-oxo(10,11-2H2)-3,4,7,15-tetraazatricyclo[12.3.1.02,6]octadeca-1(18),2(6),4,14,16-pentaen